Cl.ClC1=NC2=CC=CC=C2N=C1N1C[C@@H](NCC1)C 2-chloro-3-[(3S)-3-methylpiperazin-1-yl]quinoxaline hydrochloride